NCCOCCNC(C1=C(C=C(C=C1C)NC=1C=2N(C=CN1)C(=CN2)C=2C(=NNC2)C(F)(F)F)F)=O N-[2-(2-aminoethoxy)ethyl]-2-fluoro-6-methyl-4-[[3-[3-(trifluoromethyl)-1H-pyrazol-4-yl]imidazo[1,2-a]pyrazin-8-yl]amino]benzamide